The molecule is a nucleotide-sugar oxoanion obtained by deprotonation of the diphosphate OH groups of dTDP-4-formamido-4,6-dideoxy-alpha-D-glucose. Major microspecies at pH 7.3. It is a conjugate base of a dTDP-4-formamido-4,6-dideoxy-alpha-D-glucose. C[C@@H]1[C@H]([C@@H]([C@H]([C@H](O1)OP(=O)([O-])OP(=O)([O-])OC[C@@H]2[C@H](C[C@@H](O2)N3C=C(C(=O)NC3=O)C)O)O)O)NC=O